tert-butyl 4-(3-bromophenyl)-1,2,3-oxathiazolidine-3-carboxylate 2-oxide BrC=1C=C(C=CC1)C1N(S(OC1)=O)C(=O)OC(C)(C)C